(R)-N-(isoquinolin-8-ylmethylene)-2-methylpropane-2-sulfinamide C1=NC=CC2=CC=CC(=C12)C=N[S@](=O)C(C)(C)C